9,10-dipropyloxyanthracene C(CC)OC=1C2=CC=CC=C2C(=C2C=CC=CC12)OCCC